NC(C)C=1C(=C(C=CC1)NC(OC(C)(C)C)=O)F tert-butyl N-[3-(1-aminoethyl)-2-fluorophenyl]carbamate